6-(1-(5-(6-chloro-2-methylpyridin-3-yl)-7-(2-(ethyl(methyl)amino)ethyl)-1-oxo-3,4-dihydroisoquinolin-2(1H)-yl)ethyl)-4-ethoxynicotinonitrile ClC1=CC=C(C(=N1)C)C1=C2CCN(C(C2=CC(=C1)CCN(C)CC)=O)C(C)C1=NC=C(C#N)C(=C1)OCC